2,5-Dibromo-N-(6-((2-(2,6-dioxopiperidin-3-yl)-1,3-dioxoisoindolin-4-yl)amino)hexyl)-1-(2-morpholinothiazol-4-yl)-1H-imidazole-4-carboxamide BrC=1N(C(=C(N1)C(=O)NCCCCCCNC1=C2C(N(C(C2=CC=C1)=O)C1C(NC(CC1)=O)=O)=O)Br)C=1N=C(SC1)N1CCOCC1